3,3-difluoro-2-phenylbutan-1-ol FC(C(CO)C1=CC=CC=C1)(C)F